NC1=NN2C(C=C(C=C2)C=2C=NC(=C(C(=O)NCC3=C(C=CC=C3OC(C)C)F)C2)OC)=N1 5-(2-amino-[1,2,4]triazolo[1,5-a]pyridin-7-yl)-N-(2-fluoro-6-isopropoxybenzyl)-2-methoxynicotinamide